NC1=NC(=C2N=CN(C2=N1)CC1=CC(=C(C=C1)N)C)C=1C=C(C#N)C=CC1 3-(2-amino-9-(4-amino-3-methylbenzyl)-9H-purin-6-yl)benzonitrile